NC=1C(=C(C(=O)OC)C(=C(C1)C1CC1)F)O Methyl 3-amino-5-cyclopropyl-6-fluoro-2-hydroxybenzoate